Thiazolon S1(C=NC=C1)=O